3-((dimethylamino)methyl)-4-(3-methoxyphenyl)-1-(propylsulfonyl)piperidine-4-ol CN(C)CC1CN(CCC1(O)C1=CC(=CC=C1)OC)S(=O)(=O)CCC